(±)-3-(1-methyl-6-(piperazine-1-yl)-1H-indazol-3-yl)piperidine-2,6-dione hydrochloride Cl.CN1N=C(C2=CC=C(C=C12)N1CCNCC1)[C@@H]1C(NC(CC1)=O)=O |r|